Tert-butyl (3R,4R)-4-[3-[3-(2,4-dioxohexahydropyrimidin-1-yl) imidazo[1,2-a]pyridin-7-yl]prop-2-ynoxy]-3-methyl-piperidine-1-carboxylate O=C1N(CCC(N1)=O)C1=CN=C2N1C=CC(=C2)C#CCO[C@H]2[C@@H](CN(CC2)C(=O)OC(C)(C)C)C